ClC1=C(C=CC=C1C1=CC=C(C(=N1)OC)CNC[C@@H]1CCC(N1)=O)C1=C(C(=CC=C1)NC=1C2=C(N=C(N1)C)C=CC=N2)C (S)-5-((((6-(2-chloro-2'-methyl-3'-((2-methylpyrido[3,2-d]pyrimidin-4-yl)amino)-[1,1'-biphenyl]-3-yl)-2-methoxypyridin-3-yl)methyl)amino)methyl)pyrrolidin-2-one